2-(3-(2-(2-aminoethoxy)ethoxy)propan-amido)-N-(4-bromo-5-methylthiazol-2-yl)benzamide NCCOCCOCCC(=O)NC1=C(C(=O)NC=2SC(=C(N2)Br)C)C=CC=C1